1-(2-chloro-5-fluoropyridin-4-yl)azetidine-3-carboxylic acid ClC1=NC=C(C(=C1)N1CC(C1)C(=O)O)F